1-{2-[6-(2-Cyclopropyl-pyridin-4-yl)-pyrimidin-4-ylamino]-ethyl}-7-fluoro-4-methoxy-1H-indol-2-carbonitril C1(CC1)C1=NC=CC(=C1)C1=CC(=NC=N1)NCCN1C(=CC2=C(C=CC(=C12)F)OC)C#N